N-[2-(2-aminoethylamino)-2-oxoethyl]-2-chloro-4-[[3-[1-(cyanomethyl)-3-(trifluoromethyl)pyrazol-4-yl]imidazo[1,2-a]pyrazin-8-yl]amino]benzamide formate C(=O)O.NCCNC(CNC(C1=C(C=C(C=C1)NC=1C=2N(C=CN1)C(=CN2)C=2C(=NN(C2)CC#N)C(F)(F)F)Cl)=O)=O